4-(5-(3-((6-(3-Carboxypropanoyl)-1-fluoro-3-methoxynaphthalen-2-yl)oxy)propoxy)-4-fluoro-6-methoxybenzo[b]thiophen-2-yl)-2,2-dimethyl-4-oxobutanoic acid C(=O)(O)CCC(=O)C=1C=C2C=C(C(=C(C2=CC1)F)OCCCOC1=C(C2=C(SC(=C2)C(CC(C(=O)O)(C)C)=O)C=C1OC)F)OC